5-bromo-4-(4-fluorophenyl)-1-phenyl-1H-imidazole BrC1=C(N=CN1C1=CC=CC=C1)C1=CC=C(C=C1)F